2,5-bis(t-butylperoxy)-hexane C(C)(C)(C)OOC(C)CCC(C)OOC(C)(C)C